2-oxospiro[indoline-3,3'-pyrrolidine]-5'-carbonitrile O=C1NC2=CC=CC=C2C12CNC(C2)C#N